octadeca-2,13-dien-1-yl acetate C(C)(=O)OCC=CCCCCCCCCCC=CCCCC